OC1(CC1)C(=O)N1CC(C1)NC(OC(C)(C)C)=O tert-butyl [1-(1-hydroxycyclopropane-1-carbonyl)azetidin-3-yl]carbamate